C1(=CC=CC=C1)[C@@H](C)NC1CCCC=2C3=CC(=CC=C3NC12)C=1SC=CC1 N-((R)-1-phenylethyl)-6-(thiophen-2-yl)-2,3,4,9-tetrahydro-1H-carbazol-1-amine